C(C)[N+]1=C(OC2=C1C=CC=C2)C=C2SC1=C(N2CC)C=CC=C1 3-ethyl-2-[(3-ethyl-2-benzothiazolinylidene)methyl]benzoxazolium